2-morpholino-2-methoxy-ethanol O1CCN(CC1)C(CO)OC